CN1CC2=CC=C(C=C2C1=O)OC=1C=C2C(CCOC2=CC1[N+](=O)[O-])OP(=O)(N1CC1)N1CC1 Di(aziridin-1-yl)phosphinic acid 6-((2-methyl-3-oxo-isoindolin-5-yl) oxy)-7-nitrochroman-4-yl ester